C(=O)(O)CC1C(N(C(S1)C1=CC=C(C=C1)C1SC(C(N1CCO)=O)CC(=O)O)CCO)=O 2-[2-[4-[5-(carboxymethyl)-3-(2-hydroxyethyl)-4-oxo-thiazolidin-2-yl]phenyl]-3-(2-hydroxyethyl)-4-oxo-thiazolidin-5-yl]acetic acid